trimethylene glycol e-bis(p-aminobenzoate) NC1=CC=C(C(=O)OCCCOC(C2=CC=C(C=C2)N)=O)C=C1